NC1=C(C=C(C=C1)B(O)O)F (4-amino-3-fluoro-phenyl)boronic acid